C1(=CC=CC=C1)CCCCCN(O)CCCCCC1=CC=CC=C1 N,N-bis(5-phenyl-pentyl)-hydroxylamine